C1(=CC(=CC=C1)C=CC(=O)N1C(OCC1C1=CC=C(C=C1)F)=O)C1=CC=CC=C1 3-(3-([1,1'-biphenyl]-3-yl)acryloyl)-4-(4-fluorophenyl)oxazolidin-2-one